C(C)C(C(=O)O)CCCCCCCCCCCCCCCC(=O)O ethyl-octadecanediic acid